anisole picrate C1([N+](=O)[O-])=CC([N+](=O)[O-])=CC([N+](=O)[O-])=C1O.C1(=CC=CC=C1)OC